2-[1-(5-bromopyridin-2-yl)piperidin-4-yl]acetic acid tert-butyl ester C(C)(C)(C)OC(CC1CCN(CC1)C1=NC=C(C=C1)Br)=O